1,4,12-Dodecanetriol C(CCC(CCCCCCCCO)O)O